C1(=CC=CC2=CC=CC=C12)C1=NC2=CC=C(C=C2C(=N1)N)N 2-(naphthalen-1-yl)quinazoline-4,6-diamine